NC1=NC2=C(C(=CC=C2C(=N1)C=1N=NN(C1)CC1=CC=CC(=N1)C1(COC1)O)F)OC 3-(6-{[4-(2-amino-7-fluoro-8-methoxy-4-quinazolinyl)-1H-1,2,3-triazol-1-yl]methyl}-2-pyridinyl)-3-oxetan-ol